O.O.C(=O)([O-])[C@H](O)[C@@H](O)C(=O)[O-].[Na+].[Na+] disodium (L)-tartrate dihydrate